1-Hexylpyridinium bis(trifluoromethylsulfonyl)imide [N-](S(=O)(=O)C(F)(F)F)S(=O)(=O)C(F)(F)F.C(CCCCC)[N+]1=CC=CC=C1